(3-bromo-4-(3,3-dimethylpiperazin-1-yl)phenyl)-2-((4-fluorophenyl)amino)benzamide BrC=1C=C(C=CC1N1CC(NCC1)(C)C)C=1C(=C(C(=O)N)C=CC1)NC1=CC=C(C=C1)F